C1(CC1)C1=C(C=NC=C1)C=C 4-cyclopropyl-3-vinyl-pyridine